4-(6-bromo-imidazo[4,5-b]pyridin-3-yl)-aniline BrC=1C=C2C(=NC1)N(C=N2)C2=CC=C(N)C=C2